Tert-butyl (1-(6-(4-cyano-3-fluorophenyl)-4-hydroxy-5-(3-hydroxy-4-methoxyphenyl)pyridin-2-yl)piperidin-4-yl)carbamate C(#N)C1=C(C=C(C=C1)C1=C(C(=CC(=N1)N1CCC(CC1)NC(OC(C)(C)C)=O)O)C1=CC(=C(C=C1)OC)O)F